ClC1=CC(=C(C=C1)N1C(N([C@H](C1)C#N)C1=CN=CC2=CC=CC=C12)=O)C#N |r| Racemic-1-(4-chloro-2-cyanophenyl)-3-(isoquinolin-4-yl)-2-oxoimidazoline-4-carbonitrile